CC1(C2C(N(C(C12)=O)CC1=CC2=NC=CC(=C2S1)C1=C(C(=O)N2C[C@H](CC2)NC(=O)N)C(=CC(=N1)C(F)(F)F)C)=O)C 1-((3s)-1-(2-(2-((6,6-dimethyl-2,4-dioxo-3-azabicyclo[3.1.0]hexan-3-yl)methyl)thieno[3,2-b]pyridin-7-yl)-4-methyl-6-(trifluoromethyl)nicotinoyl)pyrrolidin-3-yl)urea